CC1=C(C(=O)P(CCCC)=O)C(=CC=C1)C 2,6-dimethylbenzoyl-n-butylphosphine oxide